BrC1=CC=C(C=C1)S(=O)(=O)CC1CCN(CC1)C(=O)OC(C)(C)C tert-Butyl 4-(((4-bromophenyl)sulfonyl)methyl)piperidine-1-carboxylate